CC1(CCN(CC1)C=1OC2=C(C=C(C=C2C(C1)=O)C)C(C)NC1=C(C(=O)O)C=CC=C1)C 2-[1-[2-(4,4-dimethyl-1-piperidyl)-6-methyl-4-oxo-chromen-8-yl]ethylamino]benzoic acid